sodium Lauroyl Glycinate Taurate sodium methyl-lauroyl-taurate CN(CCS(=O)(=O)[O-])C(CCCCCCCCCCC)=O.[Na+].NCCS(=O)(=O)[O-].NCC(=O)OC(CCCCCCCCCCC)=O.[Na+]